4-methyl-2,4-pentadienoic acid CC(C=CC(=O)O)=C